1H,4H,5H-pyrazolo[4,3-c]Pyridin-4-one N1N=CC=2C(NC=CC21)=O